dimethylaminoethyl acrylate (2-dimethylaminoethyl acrylate) CN(CCC(C(=O)O)=C)C.C(C=C)(=O)OCCN(C)C